Methyl 2-(3,3-difluoroazetidin-1-yl)-6-methylpyrimidine-4-carboxylate FC1(CN(C1)C1=NC(=CC(=N1)C(=O)OC)C)F